FC1=C(C(=C(C=C1C1=NN(C2=NC(=NC=C21)N2CCN(CC2)S(=O)(=O)C)C)C(F)(F)F)F)O 2,6-Difluoro-3-(1-methyl-6-(4-(methylsulfonyl)piperazin-1-yl)-1H-pyrazolo[3,4-d]pyrimidin-3-yl)-5-(trifluoromethyl)phenol